2-Ethyl-5-methyl-4-butoxyphenol C(C)C1=C(C=C(C(=C1)OCCCC)C)O